methyl 2-(2-(2-methyl-6-(trifluoromethyl)pyrimidin-4-yl)-2,6-diazaspiro[3.4]octan-6-yl)pyrimidine-4-carboxylate CC1=NC(=CC(=N1)N1CC2(C1)CN(CC2)C2=NC=CC(=N2)C(=O)OC)C(F)(F)F